O=C1NC(CCC1N1C(C2=CC=CC(=C2C1=O)NCCOCCC(C(=O)N)CC)=O)=O 2-(2-(2-(2-(2,6-dioxopiperidin-3-yl)-1,3-dioxoisoindol-4-ylamino)ethoxy)ethyl)butanamide